ClC1=CC=C(C=C1)CCC(=O)N(C(CCC1=CC=CC=C1)=O)C1=C(C(=NN1)C1=CC=NC=C1)C 3-(4-chlorophenyl)-N-(4-methyl-3-(pyridin-4-yl)-1H-pyrazol-5-yl)-N-(3-phenylpropanoyl)propanamide